Cl.CNC[C@H]1OCCCC2=C1C=CC=C2C2=CN=CS2 |o1:4| rel-(S)-N-Methyl-1-(6-(thiazol-5-yl)-1,3,4,5-tetrahydrobenzo[c]oxepin-1-yl)methanamine hydrochloride salt